ethyl 2-(2-benzyloxyethoxy)propanoate C(C1=CC=CC=C1)OCCOC(C(=O)OCC)C